F[C@@H]1C(NC(C[C@@H]1N1C=CC2=C1N=NC(=C2)C=2C=C1C=NC(=NC1=CC2O)C)(C)C)(C)C 6-{7-[(3S,4S)-3-fluoro-2,2,6,6-tetramethylpiperidin-4-yl]-7H-pyrrolo[2,3-c]pyridazin-3-yl}-2-methylquinazolin-7-ol